N-(4-(4-amino-5-(4-(pyrimidin-2-yloxy)phenyl)pyrazolo[5,1-f][1,2,4]triazin-6-yl)-3-fluorophenyl)acrylamide NC1=NC=NN2C1=C(C(=N2)C2=C(C=C(C=C2)NC(C=C)=O)F)C2=CC=C(C=C2)OC2=NC=CC=N2